BrC=1C(N(C2(C1C1=CC=C(C=C1)C)C=CC(C=C2)=O)C)=O 3-bromo-1-methyl-4-(p-tolyl)-1-azaspiro[4.5]deca-3,6,9-triene-2,8-dione